FC(CC(CCC)F)C(CC=O)=O 1,3-difluorohexylpropane-1,3-dione